COC1=NC=CC=C1C=1C=NN2C1N=C(C=C2)N2CCN(C1CC21)C(=O)OC(C)(C)C tert-butyl 5-(3-(2-methoxypyridin-3-yl) pyrazolo[1,5-a]pyrimidin-5-yl)-2,5-diazabicyclo[4.1.0]heptane-2-carboxylate